N-methyl-2-[[6-phenyl-5-(3-thienyl)-1,2,4-triazin-3-yl]sulfanyl]propanamide CNC(C(C)SC=1N=NC(=C(N1)C1=CSC=C1)C1=CC=CC=C1)=O